(S)-3-(4-amino-6-(methyl(2,2,2-trifluoroethyl)amino)pyrido[3,4-d]pyrimidin-8-yl)-2,4-dimethylphenol NC=1C2=C(N=CN1)C(=NC(=C2)N(CC(F)(F)F)C)C=2C(=C(C=CC2C)O)C